4-[5-(4-fluorophenyl)-2-methylsulfanyl-1H-imidazol-4-yl]-N-(1-phenylethyl)pyridin-2-amine FC1=CC=C(C=C1)C1=C(N=C(N1)SC)C1=CC(=NC=C1)NC(C)C1=CC=CC=C1